C1(CC1)C1=NC=CC(=N1)CNC(=O)C1=C(OC=2N=CN=C(C21)NC2(CC2)C)C N-[(2-cyclopropylpyrimidin-4-yl)methyl]-6-methyl-4-[(1-methylcyclopropyl)amino]furo[2,3-d]pyrimidine-5-carboxamide